ClC1=C(C=C(C=C1)F)N=C(N)C1=C(C=2N(N=C1)C=C(C2)C=2C=NC(=CC2C)OCCOCCOC)N[C@H]2C[C@H](CC2)NC(OC(C)(C)C)=O tert-butyl N-[cis-3-[[3-[N'-(2-chloro-5-fluoro-phenyl)carbamimidoyl]-6-[6-[2-(2-methoxyethoxy)ethoxy]-4-methyl-3-pyridyl]pyrrolo[1,2-b]pyridazin-4-yl]amino]cyclopentyl]carbamate